N-allylpyridine-3-amine C(C=C)NC=1C=NC=CC1